4-(2-(pyrrolidin-1-yl)-4-(trifluoromethyl)benzyl)piperazine-1-carboxylic acid N1(CCCC1)C1=C(CN2CCN(CC2)C(=O)O)C=CC(=C1)C(F)(F)F